3,5-dimethyl-4-nitrotoluene CC=1C=C(C)C=C(C1[N+](=O)[O-])C